N-(1-((3-phenyl-1,2,4-oxadiazol-5-yl)methyl)-2,3-diketoindol-5-yl)phenylacetamide C1(=CC=CC=C1)C1=NOC(=N1)CN1C(C(C2=CC(=CC=C12)NC(CC1=CC=CC=C1)=O)=O)=O